C=CC=CCCCCC(CCC)=O 9-dodecadienal